FC=1C=C2C(C[C@H]([C@@H](C2=CC1F)NC(=O)NC=1C(=NC(=C(C1)C)C=1C=NC(=NC1)C(C)(C)O)C1=CC=CC=C1)O)(C)C ((1R,2R)-6,7-difluoro-2-hydroxy-4,4-dimethyl-1,2,3,4-tetrahydronaphthalen-1-yl)-3-(6-(2-(2-hydroxypropan-2-yl)pyrimidin-5-yl)-5-methyl-2-phenylpyridin-3-yl)urea